3-amino-1-((7-((2,4-difluorobenzyl)oxy)benzo[d]thiazol-2-yl)methyl)pyridin-2(1H)-one NC=1C(N(C=CC1)CC=1SC2=C(N1)C=CC=C2OCC2=C(C=C(C=C2)F)F)=O